ClC=1C=C(OC2=CC=C(\C=C/3\C(=C(C4=CC(=CC=C34)F)CC(=O)O)C)C=C2)C=CC1F (Z)-2-(1-(4-(3-Chloro-4-fluorophenoxy)benzylidene)-5-fluoro-2-methyl-1H-inden-3-yl)acetic acid